Cl.C1N(CC12CCNCC2)C2=CC=C(C=N2)C=2C=1N(C=C(C2)OCC)N=C2C1C=NN2 4-(6-(2,7-diazaspiro[3.5]nonan-2-yl)pyridin-3-yl)-6-ethoxy-1H-pyrazolo[3',4':3,4]pyrazolo[1,5-a]pyridine hydrochloride